dipropylene glycol bis(acetoacetate) C(CC(=O)C)(=O)OC(C)COC(C)COC(CC(=O)C)=O